C1(CC1)C1=NC=NC(=C1C1=NC=C2C(=N1)N(N=C2)CC2=CC=C(C=C2)C=2N(C=C(N2)C(F)(F)F)C)OCCOC 6-(4-cyclopropyl-6-(2-methoxyethoxy)pyrimidin-5-yl)-1-(4-(1-methyl-4-(trifluoromethyl)-1H-imidazol-2-yl)benzyl)-1H-pyrazolo[3,4-d]pyrimidine